N[C@@H](CC(=O)OCC)C=1C=C(C=C(C1)OC)C1=C(C=C(C=C1)F)F ethyl (S)-3-amino-3-(2',4'-difluoro-5-methoxybiphenyl-3-yl)propanoate